C(C1=CC=CC=C1)N1CC(CCC1)(NS(NC(=O)OC(C)(C)C)(=O)=O)C 1-benzyl-3-methyl-3-((N-(tert-butoxycarbonyl)sulfamoyl)amino)piperidine